1-(4-((2-(2,6-dioxopiperidin-3-yl)-1,3-dioxoisoindolin-5-yl)oxy)butyl)-N4-(2-(((S)-2-methylpyrrolidin-1-yl)methyl)-1H-benzo[d]imidazol-5-yl)terephthalamide O=C1NC(CCC1N1C(C2=CC=C(C=C2C1=O)OCCCCC1(C(=O)N)CC=C(C(=O)NC2=CC3=C(NC(=N3)CN3[C@H](CCC3)C)C=C2)C=C1)=O)=O